2-[3-[2-(8-chloro-4-oxo-chromen-2-yl)-5-(trifluoromethyl)phenoxy]propyl-ethylsulfonyl-amino]-2-oxo-acetic acid ethyl ester C(C)OC(C(=O)N(S(=O)(=O)CC)CCCOC1=C(C=CC(=C1)C(F)(F)F)C=1OC2=C(C=CC=C2C(C1)=O)Cl)=O